(2-(1,3-dioxolan-2-yl)quinoline-3-yl)methanol O1C(OCC1)C1=NC2=CC=CC=C2C=C1CO